10-(4-bromophenyl)-6-(2,6-dimethylphenyl)-12-methyl-2,2-dioxo-9-oxa-2λ6-thia-3,5,12,19-tetrazatricyclo[12.3.1.14,8]nonadeca-1(18),4(19),5,7,14,16-hexaen-13-one BrC1=CC=C(C=C1)C1OC2=CC(=NC(NS(C=3C=CC=C(C(N(C1)C)=O)C3)(=O)=O)=N2)C2=C(C=CC=C2C)C